CC/C=C/CCC/C=C/C=C/C=C/C=C/CCC(=O)O 15-octadecapentaenoic acid